C(C)(=O)C1=CN(C2=CC(=CC=C12)OCP(OCC)(OCC)=O)CC(=O)N1[C@@H]2C[C@@]2(C[C@H]1C(NC1=NC(=CC=C1C)Br)=O)CN=[N+]=[N-] diethyl (((3-acetyl-1-(2-((1R,3S,5R)-5-(azidomethyl)-3-((6-bromo-3-methylpyridin-2-yl)carbamoyl)-2-azabicyclo[3.1.0]hexan-2-yl)-2-oxoethyl)-1H-indol-6-yl)oxy)methyl)phosphonate